tert-butyl 3-carbamoyl-3-(2,3-dimethylbutanoyl)piperidine-1-carboxylate C(N)(=O)C1(CN(CCC1)C(=O)OC(C)(C)C)C(C(C(C)C)C)=O